2-(p-chlorophenyl)ethane-1,2-dione ClC1=CC=C(C=C1)C(C=O)=O